N'-(2-cyano-2-(pyridin-2-yl)vinyl)-3,5-bis(trifluoromethyl)benzimidazolehydrazide C(#N)C(=CNNC(=O)C=1N(C2=C(N1)C=CC(=C2)C(F)(F)F)C(F)(F)F)C2=NC=CC=C2